C1(CC1)C1=CC(=NN1)NC(C(=C)C1=CC=C(C=C1)N1C(OCC1)=O)=O (S)-N-(5-cyclopropyl-1H-pyrazol-3-yl)-2-(4-(2-oxooxazolidin-3-yl)phenyl)propenamide